8-(1-bromoethyl)-2-ethylsulfanyl-6-methyl-chromen-4-one BrC(C)C=1C=C(C=C2C(C=C(OC12)SCC)=O)C